FC(C1CC1)(F)F (1R,2R)-2-(trifluoromethyl)cyclopropane